C(C)(=O)C1=CN(C2=C(C=C(C=C12)C=1C=NC=2N(C1)N=C(C2)C)C)CC(=O)OC(C)(C)C tert-butyl 2-(3-acetyl-7-methyl-5-(2-methylpyrazolo[1,5-a]pyrimidin-6-yl)-1H-indol-1-yl)acetate